3-Butoxypropanamide C(CCC)OCCC(=O)N